OC1=C(C(N(C=C1)C)=O)NC(N[C@@H](CC(=O)O)C=1C=C(C=CC1)C1=CC(=CC=C1)OC)=O (S)-3-(3-(4-hydroxy-1-methyl-2-oxo-1,2-dihydropyridin-3-yl)ureido)-3-(3'-methoxybiphenyl-3-yl)propionic acid